C(CC)S(=O)(=O)ON=C(C1=CC=CC=C1)C#N (n-propylsulfonyloxy-imino)benzyl cyanide